NCC1(CCN(CC1)C=1C(=NC(=C(N1)C)C1=C(C(=CC=C1)Cl)Cl)CO)CC1CCCCC1 (3-(4-(aminomethyl)-4-(cyclohexylmethyl)piperidin-1-yl)-6-(2,3-dichlorophenyl)-5-methylpyrazin-2-yl)methanol